SCCCC1SCC(SC1)CCCS 2,5-bis(3-mercaptopropyl)-1,4-dithiane